3-(6-fluoro-2,3-dimethylphenyl)butyric acid FC1=CC=C(C(=C1C(CC(=O)O)C)C)C